6-[4'-azido-2'-nitrophenylamino]hexanoic acid N(=[N+]=[N-])C1=CC(=C(C=C1)NCCCCCC(=O)O)[N+](=O)[O-]